COC=1C=CC=2N(C1)C=C(N2)C2=CC=C(C=C2)B2OC(C(O2)(C)C)(C)C 6-Methoxy-2-[4-(4,4,5,5-tetramethyl-1,3,2-dioxaborolan-2-yl)phenyl]imidazo[1,2-a]pyridine